C(C)(C)C1=C(C(=CC=C1)C(C)C)N=C=O 2,6-diisopropylphenylisocyanate